ClC1=C(C=C(C=C1)F)C1NC(C2=C1C(=CC1=C(N(N=C21)C)CC)C2=C(C(=O)N)C=C(C=C2F)C(F)(F)F)=O (6-(2-chloro-5-fluorophenyl)-3-ethyl-2-methyl-8-oxo-2,6,7,8-tetrahydropyrrolo[3,4-g]indazol-5-yl)-3-fluoro-5-(trifluoromethyl)benzamide